8-phenyl-N-(6-(piperazin-1-yl)pyridin-3-yl)quinazolin-2-amine C1(=CC=CC=C1)C=1C=CC=C2C=NC(=NC12)NC=1C=NC(=CC1)N1CCNCC1